OCC(=O)C(=CC1=CC=CC=C1)O dihydroxybenzalacetone